CC(C(=O)OC[C@H](NC1=CC(=C(C=C1)O)O)C(=O)O)C1=C(C=CC(=C1)Cl)S(N[C@@H]([C@H](C)C1=C(C(=CC=C1F)C)C)C=1N=NNN1)(=O)=O (3,4-dihydroxyl)phenylserine methyl-2-(5-chloro-2-(N-((1S,2R)-2-(6-fluoro-2,3-dimethylphenyl)-1-(2H-tetrazol-5-yl)propyl)sulfamoyl)phenyl)acetate